tris(4-methylcyclohexaneamide) trimesate C(C1=CC(C(=O)O)=CC(C(=O)O)=C1)(=O)O.CC1CCC(CC1)C(=O)N.CC1CCC(CC1)C(=O)N.CC1CCC(CC1)C(=O)N